N-(4-benzimidazolyl)maleimide N1=CNC2=C1C=CC=C2N2C(C=CC2=O)=O